4-(tert-butyl) 8-ethyl (R)-5-methyl-2,3-dihydrobenzo[f][1,4]oxazepine-4,8(5H)-dicarboxylate C[C@H]1N(CCOC2=C1C=CC(=C2)C(=O)OCC)C(=O)OC(C)(C)C